1,3-diphenyl-2,4,6(1H,3H,5H)-pyrimidine-trione C1(=CC=CC=C1)N1C(N(C(CC1=O)=O)C1=CC=CC=C1)=O